ClC1=C(C(=O)N2COC3=C(C2)C=CC=C3C3=CC(=C(C(=O)O)C=C3F)N3C2COCC3CC2)C(=CC(=C1)N1[C@@H](CNCC1)C)Cl 4-[3-[2,6-Dichloro-4-[(2R)-2-methylpiperazin-1-yl]benzoyl]-2,4-dihydro-1,3-benzoxazin-8-yl]-5-fluoro-2-(3-oxa-8-azabicyclo[3.2.1]octan-8-yl)benzoic acid